4-(3-(2,2-difluoroethyl)-5-(piperidin-4-yl)-1H-indol-2-yl)-1H-pyrrolo[2,3-b]pyridine FC(CC1=C(NC2=CC=C(C=C12)C1CCNCC1)C1=C2C(=NC=C1)NC=C2)F